1,8-dichloro-6-isopropylisoquinoline ClC1=NC=CC2=CC(=CC(=C12)Cl)C(C)C